ClC1=CC(=C(N=N1)OC)C1=CC(=NC=C1C(=O)OC)C methyl 4-(6-chloro-3-methoxypyridazin-4-yl)-6-methylnicotinate